(2r,4r)-1-(3-chloro-2-fluorobenzyl)-4-((6-chloro-4-cyano-5-fluoropyridin-2-yl)methyl)-2-methylpiperidine-4-carboxylic acid tert-butyl ester C(C)(C)(C)OC(=O)[C@]1(C[C@H](N(CC1)CC1=C(C(=CC=C1)Cl)F)C)CC1=NC(=C(C(=C1)C#N)F)Cl